F[C@@H]1[C@H]([C@@]2(CN([C@]1(CC2)C)C)C)OC2=CC=C(N=N2)C2=C(C=C(C=C2)N2C=NC=C2)O 2-(6-(((1S,4S,5S,6S)-6-fluoro-1,2,4-trimethyl-2-azabicyclo[2.2.2]octan-5-yl)oxy)pyridazin-3-yl)-5-(1H-imidazol-1-yl)phenol